3-chloro-2,4-difluorobenzenesulfonyl chloride ClC=1C(=C(C=CC1F)S(=O)(=O)Cl)F